N'-((3,3-dimethyl-1,2,3,5,6,7-hexahydrodicyclopenta[b,e]pyridin-8-yl)carbamoyl)-4-fluoro-1H-pyrazole-3-sulfonimidamide CC1(CCC=2C1=NC1=C(C2NC(=O)N=S(=O)(N)C2=NNC=C2F)CCC1)C